C(C)P([O-])(=O)CC.C(C)P([O-])(=O)CC.[Zn+2] zinc bis-(diethylphosphinate)